benzyl 4-(2,2,2-trifluoroethyl)-1,4-diazepane-1-carboxylate FC(CN1CCN(CCC1)C(=O)OCC1=CC=CC=C1)(F)F